(S)-N-(1-(4-(benzylsulfanyl)phenylamino)-1-oxo-3-(pyridin-3-yl)propan-2-yl)-4-fluorobenzamide C(C1=CC=CC=C1)SC1=CC=C(C=C1)NC([C@H](CC=1C=NC=CC1)NC(C1=CC=C(C=C1)F)=O)=O